(2-(4-(3-aminocyclobutoxy)phenyl)propan-2-yl)phenol NC1CC(C1)OC1=CC=C(C=C1)C(C)(C)C1=C(C=CC=C1)O